C(CC(O)(C(=O)O)CC(=O)O)(=O)O.N[C@H]1C[C@H](N(C1)C1=C(C=C(C=C1)F)NC(=O)C1=NC(=NC=C1)C1=C(C=CC=C1OC)F)CO N-(2-((2S,4S)-4-amino-2-(hydroxymethyl)pyrrolidin-1-yl)-5-fluorophenyl)-2-(2-fluoro-6-methoxyphenyl)pyrimidine-4-carboxamide citrate